2-(2-(2-((2-(4-((6-(benzyloxy)-2-(4-(methylsulfonyl)phenyl)naphthalen-1-yl)oxy)phenoxy)ethyl)(ethyl)amino)ethoxy)ethoxy)ethan-1-ol C(C1=CC=CC=C1)OC=1C=C2C=CC(=C(C2=CC1)OC1=CC=C(OCCN(CCOCCOCCO)CC)C=C1)C1=CC=C(C=C1)S(=O)(=O)C